CC1=NN(C=C1C)C1=NC=CC(=C1)C 2-(3,4-dimethyl-1H-pyrazol-1-yl)-4-methylpyridine